OCCN(C(C1=CC(=CC=C1)NC1=NC=C(C(=N1)NCC=1C(=NC=CC1)N(S(=O)(=O)C)C)C(F)(F)F)=O)CCO N,N-bis(2-hydroxyethyl)-3-({4-[({2-[methyl(methylsulfonyl)amino]pyridin-3-yl}methyl)amino]-5-(trifluoromethyl)pyrimidin-2-yl}amino)benzamide